3-(5-((S)-3-(hydroxymethyl)pyrrolidin-1-yl)-1-oxoisoindolin-2-yl)piperidine-2,6-dione OC[C@@H]1CN(CC1)C=1C=C2CN(C(C2=CC1)=O)C1C(NC(CC1)=O)=O